C(C)N(C[C@@H]([C@H]([C@@H]([C@@H](CO)O)O)O)O)CC1=CC=C(CNC(OCCOCCOC23CC4(C[C@H](CC(C2)C4)C3)NCC(=O)N3[C@@H](CCC3)C#N)=O)C=C1 2-(2-(((1R,3S,5S)-3-((2-((S)-2-cyanopyrrolidin-1-yl)-2-oxoethyl)amino)adamantan-1-yl)oxy)ethoxy)ethyl (4-((ethyl((2S,3R,4R,5R)-2,3,4,5,6-pentahydroxyhexyl)amino)methyl)benzyl)carbamate